9-1-(3,4-dihydroxy-5-oxo-2,5-dihydrofuran-2-yl)ethane-1,2-diyl bis((trimethylsilyl)carbamate) C[Si](C)(C)NC(OC(COC(N[Si](C)(C)C)=O)C1OC(C(=C1O)O)=O)=O